O[C@@H]1CN(CC[C@@]12NCC1=CC=CC=C1C2)C(=O)C=2N=C1N(C=C(C=C1COC)C(F)(F)F)C2 ((3R,3'R)-3'-Hydroxy-1,4-dihydro-1'H,2H-spiro[isochinolin-3,4'-piperidin]-1'-yl)[8-(methoxymethyl)-6-(trifluoromethyl)imidazo[1,2-a]pyridin-2-yl]methanon